ClC=1C=C(C=CC1NCC1CCOCC1)S(=O)(=O)NC(C1=C(C=CC=C1)OC=1C=C2C(=NC1)NC=C2)=O N-({3-chloro-4-[(tetrahydro-2H-pyran-4-ylmethyl)amino]phenyl}sulfonyl)-2-(1H-pyrrolo[2,3-b]pyridin-5-yloxy)benzamide